C[SiH](C)[Zr](C1C=CC=2CCCCC12)C1C=CC=2CCCCC12 dimethylsilylbis(4,5,6,7-tetrahydro-1-indenyl)zirconium